P(=O)(O)(O)OC1=CC=C(C=C1)CC(=O)OC methyl 2-(4-(phosphonooxy)phenyl)acetate